7-bromo-1-(cyclopropylmethyl)-1H-indole-2-carbaldehyde BrC=1C=CC=C2C=C(N(C12)CC1CC1)C=O